SCCS(=O)OCC ethyl 2-mercaptoethanesulfinate